(4-bromo-2,5-dimethylthiophen-3-yl)methanone BrC=1C(=C(SC1C)C)C=O